ON1C(CC(CC1(C)C)OC(CCCCCCCC)=O)(C)C 1-Hydroxy-2,2,6,6-tetramethylpiperidin-4-yl-nonanoat